N-{[(4R)-4-cyclopropyl-2,5-dioxoimidazolidin-4-yl]methyl}-3-(1-methyl-1H-pyrazol-4-yl)-1,2-oxazole-5-carboxamide C1(CC1)[C@@]1(NC(NC1=O)=O)CNC(=O)C1=CC(=NO1)C=1C=NN(C1)C